(E)-1-(2,4-Dimethylphenyl)-3-(4-hydroxy-3-nitrophenyl)prop-2-en-1-one CC1=C(C=CC(=C1)C)C(\C=C\C1=CC(=C(C=C1)O)[N+](=O)[O-])=O